ClC1=C(C=C(C=N1)C=1C=NN(C1)C1=C(C(=NN1C)OS(=O)(=O)C(C(F)(F)F)(C(F)(F)F)F)C(F)(F)F)C(N(CC)C1(CC1)C#N)=O [5-[4-[6-chloro-5-[(1-cyanocyclopropyl)-ethyl-carbamoyl]-3-pyridyl]pyrazol-1-yl]-1-methyl-4-(trifluoromethyl)pyrazol-3-yl]1,1,1,2,3,3,3-heptafluoropropane-2-sulfonate